3-chloro-N-((1S,4S)-4-((1-ethyl-6-oxo-5-(trifluoromethyl)-1,6-dihydropyridazin-3-yl)amino)cyclohexyl)-1-(2,2,2-trifluoroethyl)-1H-pyrazole-4-carboxamide ClC1=NN(C=C1C(=O)NC1CCC(CC1)NC1=NN(C(C(=C1)C(F)(F)F)=O)CC)CC(F)(F)F